NC1=C(C=C(C(=C1CC)N)CC)CC 2,4-diamino-1,3,5-triethylbenzene